1-(2-cyclopropylphenyl)-3-[(1S)-1-(2-pyrimidin-2-yl-1,2,4-triazol-3-yl)ethyl]urea C1(CC1)C1=C(C=CC=C1)NC(=O)N[C@@H](C)C=1N(N=CN1)C1=NC=CC=N1